5-Carboxymethyl-uridine C(=O)(O)CC=1C(NC(N([C@H]2[C@H](O)[C@H](O)[C@@H](CO)O2)C1)=O)=O